(3,3-difluorocyclopentyl)methylamine FC1(CC(CC1)CN)F